C1(CC1)N1C(C=C(C(=C1)OC1=C(C=C(C=C1C)F)C)C=1C2=C(C(N(C1)C)=O)NC=C2)=O 4-(1-cyclopropyl-5-(4-fluoro-2,6-dimethylphenoxy)-2-oxo-1,2-dihydropyridin-4-yl)-6-methyl-1,6-dihydro-7H-pyrrolo[2,3-c]pyridin-7-one